P(=O)(OC1CN(C1)C(CCCCCCC#CC1=CC=C(C=C1)C(C)(C)C)=O)([O-])[O-] 1-[9-(4-tert-butylphenyl)-8-nonynoyl]azetidin-3-yl phosphate